C1(CCCCCC1)[C@@H](C(=O)NC1=C(C=C(C=C1)C(C(=O)O)C)F)NC(=O)C1=CC=NN1C(C)C 2-(4-((S)-2-cycloheptyl-2-(1-isopropyl-1H-pyrazole-5-carboxamido)acetamido)-3-fluorophenyl)propanoic acid